(R)-6-(4-ethynyl-2-hydroxyphenyl)-5-methyl-3-(piperidin-3-ylamino)-1,2,4-triazin-2-oxide C(#C)C1=CC(=C(C=C1)C1=C(N=C([N+](=N1)[O-])N[C@H]1CNCCC1)C)O